C(#N)C=1C([C@@]([C@@H]2CC[C@]3([C@@]4(CC[C@]5(CCC(C[C@H]5[C@H]4C(C=C3[C@]2(C1)C)=O)(C)C)NC(OC)=O)C)C)(C)O)=O methyl ((4aS,6aR,6bS,8aR,9S,12aS,14aR,14bS)-11-cyano-9-hydroxy-2,2,6a,6b,9,12a-hexamethyl-10,14-dioxo-1,3,4,5,6,6a,6b,7,8,8a,9,10,12a,14,14a,14b-hexadecahydropicen-4a(2H)-yl)carbamate